monoethyl citraconate C(\C(\C)=C/C(=O)[O-])(=O)OCC